(S)-1-(1-((1,3-Dimethyl-1H-pyrazol-5-yl)oxy)-8-((1,1,1-trifluoropropan-2-yl)oxy)isoquinolin-6-yl)-4-ethyl-3-(hydroxymethyl)-1H-1,2,4-triazol-5(4H)-one CN1N=C(C=C1OC1=NC=CC2=CC(=CC(=C12)O[C@H](C(F)(F)F)C)N1N=C(N(C1=O)CC)CO)C